C(C)(CC)N(C(COC1=CC=C(C=C1)C)=O)CC=1SC=CC1 N-sec-butyl-N-(thiophen-2-ylmethyl)-2-(p-tolyloxy)acetamide